8-(sec-butyl)-5-(3,4-difluorobenzyl)-2-(pyridazin-3-yl)-2,5,8-triazaspiro[3.5]nonane-6,9-dione C(C)(CC)N1CC(N(C2(CN(C2)C=2N=NC=CC2)C1=O)CC1=CC(=C(C=C1)F)F)=O